N-(2-chloro-3-{4-[6-(cyclopropylethynyl)pyridin-3-yl]-6-oxo-1,6-dihydropyrimidin-2-yl}-4-fluorobenzyl)isobutyramide ClC1=C(CNC(C(C)C)=O)C=CC(=C1C=1NC(C=C(N1)C=1C=NC(=CC1)C#CC1CC1)=O)F